C(C)(C)(C)OC(=O)N1CC(CC1)C(N(CC(=O)OC)C1=CC(=CC=C1)N1N=C(C=C1C)C)=O 3-((3-(3,5-dimethyl-1H-pyrazol-1-yl)phenyl)(2-methoxy-2-oxoethyl)carbamoyl)pyrrolidine-1-carboxylic acid tert-butyl ester